C(C1=CC=CC=C1)OC(C(C(=O)C1=NN(C=2CC(CCC12)(C)C)C1OCCCC1)C1=C(C=C(C=C1)N(C)C(=O)OCC1=CC=CC=C1)[N+](=O)[O-])=O 2-[4-(N-benzyloxycarbonyl-N-methylamino)-2-nitrophenyl]-3-[6,6-dimethyl-1-(tetrahydropyran-2-yl)-4,5,6,7-tetrahydro-1H-indazol-3-yl]-3-oxopropanoic acid benzyl ester